(1-benzyl-1H-imidazol-5-yl)(4-cyclopropyl-3,4-dihydroquinoxalin-1(2H)-yl)methanone C(C1=CC=CC=C1)N1C=NC=C1C(=O)N1CCN(C2=CC=CC=C12)C1CC1